FC(=C(CCCN1N=CC=C1)C1=CC2=CC=CC=C2C=C1)F 1-(5,5-difluoro-4-(naphthalen-2-yl)pent-4-en-1-yl)-1H-pyrazole